C(C)(C)(C)OC(=O)N1N=C(C2=CC=C(C=C12)Br)NC(=O)C1CCCC1 6-bromo-3-(cyclopentanecarboxamido)-1H-indazole-1-carboxylic acid tert-butyl ester